N-((5-(2-methoxypyridin-4-yl)-2,3-dihydro-1H-inden-4-yl)carbamoyl)-7,8-dihydro-4H,6H-5,8-ethanopyrazolo[1,5-a][1,4]diazepine-2-sulfonamide COC1=NC=CC(=C1)C=1C(=C2CCCC2=CC1)NC(=O)NS(=O)(=O)C1=NN2C(CN3CCC2CC3)=C1